[6-[1-[4-[tert-butoxycarbonyl(methyl)amino]cyclohexyl]-5-methyl-pyrazol-4-yl]-3-cyano-pyrazolo[1,5-a]pyridin-4-yl] trifluoromethanesulfonate FC(S(=O)(=O)OC=1C=2N(C=C(C1)C=1C=NN(C1C)C1CCC(CC1)N(C)C(=O)OC(C)(C)C)N=CC2C#N)(F)F